[Br-].C(C1=CC=CC=C1)[N+]1(CCCCCC1)CCOC1=C(C=CC=C1C)C 1-benzyl-1-(2-(2,6-dimethylphenoxy)ethyl)azepan-1-ium bromide